C=CC(CC(C=C)=O)=O 1,6-heptadien-3,5-dion